FC1(CC2(C1)C=CN(CC2)C(=O)O)F.ClC=2C=C(C=C(C2Cl)Cl)NC(C2=C(C=CC=C2)NS(=O)(=O)C2=CC(=CC=C2)[N+](=O)[O-])=O N-(3,4,5-trichlorophenyl)-2-(3-nitrobenzenesulfonylamino)benzamide 2,2-difluoro-7-azaspiro[3.5]non-5-ene-7-carboxylate